6-(1-cyanocyclopropyl)-3-iodo-pyrazolo[1,5-a]Pyridine C(#N)C1(CC1)C=1C=CC=2N(C1)N=CC2I